NC1(CCN(CC1)C=1N=C(C2=C(N1)NC=C2C=2C=C1C=NN(C1=CC2)C([2H])([2H])[2H])C(=O)N)C2=CC=CC=C2 2-(4-amino-4-phenylpiperidin-1-yl)-5-(1-(methyl-d3)-1H-indazol-5-yl)-7H-pyrrolo[2,3-d]pyrimidine-4-carboxamide